3-[2-(1-ethyl-6-fluoro-2-methyl-1,3-benzodiazol-5-yl)ethynyl]-[(3S,5R)-5-(methoxymethyl)-1-(prop-2-enoyl)pyrrolidin-3-yl]-5-(methylamino)pyrazole-4-carboxamide C(C)N1C(=NC2=C1C=C(C(=C2)C#CC2=NNC(=C2C(=O)N[C@@H]2CN([C@H](C2)COC)C(C=C)=O)NC)F)C